(3S,11aR)-N-[(2,4-Difluorophenyl)methyl]-6-hydroxy-3-(1-methylethyl)-5,7-dioxo-2,3,5,7,11,11a-hexahydro[1,3]oxazolo[3,2-a]pyrido[1,2-d]pyrazine-8-carboxamide FC1=C(C=CC(=C1)F)CNC(=O)C=1C(C(=C2N(C[C@@H]3N(C2=O)[C@H](CO3)C(C)C)C1)O)=O